Cl(=O)=O chlorine dioxide